CC(CC=COCCC1=CC=CC=C1)CCC=C(C)C (2-((4,8-dimethylnona-1,7-dien-1-yl)oxy)ethyl)benzene